((benzyloxycarbonyl(methyl)amino)methyl)pyrrolidine-1-carboxylate C(C1=CC=CC=C1)OC(=O)N(C)COC(=O)N1CCCC1